C(C)N(C1=NC2=CC=C(C=C2C(N1NC(CC1=CC(=CC(=C1)C(F)(F)F)F)=O)=O)F)CC N-(2-Diethylamino-6-fluoro-4-oxo-4H-quinazolin-3-yl)-2-(3-fluoro-5-trifluoromethyl-phenyl)-acetamide